(R)-3-amino-3-(3-methoxyphenyl)-1-triphenylmethylindol-2-one N[C@]1(C(N(C2=CC=CC=C12)C(C1=CC=CC=C1)(C1=CC=CC=C1)C1=CC=CC=C1)=O)C1=CC(=CC=C1)OC